C(C)OC(=O)C=1C=NC(=NC1)C=1C=NN(C1)C 4-(5-(ethoxycarbonyl)pyrimidin-2-yl)-1-methyl-1H-pyrazole